NCCCCCCC#CC1=C2CN(C(C2=CC=C1)=O)C1C(NC(CC1)=O)=O 3-(4-(8-aminooct-1-yn-1-yl)-1-oxoisoindolin-2-yl)piperidine-2,6-dione